C(#N)CC1(CN(C1)C1CCN(CC1)C(=O)OCC)N1N=CC(=C1)C=1C2=C(N=CN1)NC=C2 ethyl 4-{3-(cyanomethyl)-3-[4-(7H-pyrrolo[2,3-d]pyrimidin-4-yl)-1H-pyrazol-1-yl]azetidin-1-yl}piperidine-1-carboxylate